Cl[Mg]CC chloro(ethyl)magnesium